3-(3-bromo-5-isobutyl-1H-pyrazol-1-yl)-1-(2,2,2-trifluoroethyl)piperidine BrC1=NN(C(=C1)CC(C)C)C1CN(CCC1)CC(F)(F)F